C1(CC1)N[C@@H]1CN(CC1)C1=NC=C(C=N1)C(=O)NC=1N=C(C=2N(C1)C=C(N2)C)C (S)-2-(3-(cyclopropylamino)pyrrolidin-1-yl)-N-(2,8-dimethylimidazo[1,2-a]pyrazin-6-yl)pyrimidine-5-carboxamide